N-(6-(6-Chloro-3-methyl-1H-pyrazolo[4,3-c]pyridin-1-yl)-5-methoxypyridin-3-yl)benzamide ClC1=CC2=C(C=N1)C(=NN2C2=C(C=C(C=N2)NC(C2=CC=CC=C2)=O)OC)C